C(#N)C1=CC=C(COC2=CC=CC(=N2)C2CCN(CC2)CC2=NC3=C(N2C[C@H]2OCCC2)C=C(C=C3)C(=O)O)C=C1 2-[(4-{6-[(4-cyanobenzyl)oxy]pyridin-2-yl}piperidin-1-yl)methyl]-1-[(2S)-tetrahydrofuran-2-ylmethyl]-1H-benzimidazole-6-carboxylic acid